3-iodo-N-[(1S)-1-(2-pyrimidin-2-yl-1,2,4-triazol-3-yl)ethyl]-5-(trifluoromethyl)-1H-indazole IC1=NN(C2=CC=C(C=C12)C(F)(F)F)[C@@H](C)C=1N(N=CN1)C1=NC=CC=N1